Cl.CN1CCC=2C3=C(C4=C(CC13)C=CC(=C4O)O)C=CC2 5,6,6a,7-Tetrahydro-6-methyl-4H-dibenzo[de,g]quinoline-10,11-diol hydrochloride